6-[4-[(S)-[4-[2-(2-fluoroethoxy)ethoxy]phenyl]-(4-fluorophenyl)methyl]piperidine-1-carbonyl]-4H-1,4-benzoxazin-3-one FCCOCCOC1=CC=C(C=C1)[C@H](C1CCN(CC1)C(=O)C=1C=CC2=C(NC(CO2)=O)C1)C1=CC=C(C=C1)F